tert-Butyl (3S)-3-(4-amino-5-cyano-2-fluoro-phenoxy)pyrrolidine-1-carboxylate NC1=CC(=C(O[C@@H]2CN(CC2)C(=O)OC(C)(C)C)C=C1C#N)F